C1N(CC12CCCC2)CCCOC2=CC=C(C=N2)C2=CC=1C3=C(N=NC1C=C2F)N(C(N3C(C)C)=O)C 8-(6-(3-(2-azaspiro[3.4]oct-2-yl)propoxy)pyridin-3-yl)-7-fluoro-1-isopropyl-3-methyl-1,3-dihydro-2H-imidazo[4,5-c]cinnolin-2-one